acetoxyaluminum lithium hydride [H-].[Li+].C(C)(=O)O[Al+2].[H-].[H-]